(S)-(1-(2-(3-azaspiro[5.5]undecan-9-yl)ethyl)pyrrolidin-2-yl)methanol C1CNCCC12CCC(CC2)CCN2[C@@H](CCC2)CO